tert-butyl rac-(3S)-3-methyl-6-[3-methyl-2-(1-methyl-4-piperidyl)-7-quinolyl]-3,4-dihydro-2H-pyridine-1-carboxylate C[C@@H]1CN(C(=CC1)C1=CC=C2C=C(C(=NC2=C1)C1CCN(CC1)C)C)C(=O)OC(C)(C)C |r|